(Z)-2-(4-((6-chloro-7-fluoro-1H-indol-3-yl)methylene)-2,5-dioxoimidazolidin-1-yl)-2-(4-cyanophenyl)-N-(2-hydroxyethyl)acetamide ClC1=CC=C2C(=CNC2=C1F)\C=C\1/NC(N(C1=O)C(C(=O)NCCO)C1=CC=C(C=C1)C#N)=O